4-fluoro-N-[4-fluoro-5-[6-[rac-(2R,6S)-2,6-dimethylmorpholin-4-yl]pyridin-3-yl]-2-[rac-(3R)-3,4-dimethylpiperazin-1-yl]phenyl]-2-(trifluoromethyl)benzamide FC1=CC(=C(C(=O)NC2=C(C=C(C(=C2)C=2C=NC(=CC2)N2C[C@H](O[C@H](C2)C)C)F)N2C[C@H](N(CC2)C)C)C=C1)C(F)(F)F |r|